[[(2-hydroxyethyl)imino]bis(methylene)]bisphosphonic acid OCCN(CP(O)(O)=O)CP(O)(O)=O